Methyl (CIS)-3-(4-methyl-1H-pyrazol-3-yl)-2-(((1-(pyrimidin-2-yl)piperidin-4-yl)oxy)methyl)piperidine-1-carboxylate CC=1C(=NNC1)[C@@H]1[C@@H](N(CCC1)C(=O)OC)COC1CCN(CC1)C1=NC=CC=N1